C(C)C=1C(=NNC1N1C(C2=CC=CC=C2C1=O)=O)C1=CC=C(C=C1)F 2-[4-ethyl-3-(4-fluorophenyl)-1H-pyrazol-5-yl]-1H-isoindole-1,3(2H)-dione